CC=1C=CC=C2C(NC(=NC12)CSC1CCN(CC1)CC1=NC=CC=C1)=O 8-methyl-2-(((1-(pyridin-2-ylmethyl)piperidin-4-yl)thio)methyl)quinazolin-4(3H)-one